ClC=1N=CC=C2C1N(C(=C2)C2=NN1C(C(=CC(=C1)C(=O)N1C[C@@H](CCC1)NC(OC(C)(C)C)=O)OC)=C2C)CC2CC2 tert-butyl (R)-(1-(2-(7-chloro-1-(cyclopropylmethyl)-1H-pyrrolo[2,3-c]pyridin-2-yl)-4-methoxy-3-methylpyrazolo[1,5-a]pyridine-6-carbonyl)piperidin-3-yl)carbamate